ClC1=C(C=C(C=C1)CC(=O)NC=1SC2=C(N1)C=CC(=C2)C(=O)O)F 2-(2-(4-chloro-3-fluorophenyl)acetamido)benzo[d]thiazole-6-carboxylic acid